S1C(=NC2=C1C=CC=C2)N\N=C\2/C(C1=CC=CC=C1C2(C)C)=O (Z)-2-(2-(benzo[d]thiazol-2-yl)hydrazineylidene)-3,3-dimethyl-2,3-dihydro-1H-inden-1-one